C(CCCCC)C1CNC(C2=C(C1=O)C=CC=C2)=O 3,4-dihydro-4-hexyl-1H-2-benzazepine-1,5(2H)-dione